C(CCCCCCCCCCCCCCCCC)(=O)O[C@H](CO)COP(=O)([O-])OCC[N+](C)(C)C 2-octadecanoyl-sn-glycero-3-phosphocholine